C(C)(C)(C)C=1C=C(N(N1)C1=C(C=C(C=C1)F)F)N 5-tert-butyl-2-(2,4-difluorophenyl)pyrazol-3-amine